C(C)OC=1C=C(C=C(C1)NC(CN1C(NC(C(=C1)F)=O)=O)=O)O N-(5-ethoxy-3-hydroxyphenyl)-2-(5-fluoro-2,4-dioxo-3,4-dihydropyrimidin-1(2H)-yl)acetamide